N-(3-(2-(5-amino-1H-pyrazol-1-yl)-8,9-dihydroimidazo[1',2':1,6]pyrido[2,3-d]pyrimidin-6-yl)-4-methylphenyl)-4-(trifluoromethyl)pyridineamide NC1=CC=NN1C=1N=CC2=C(N1)N1C(C(=C2)C=2C=C(C=CC2C)NC(=O)C2=NC=CC(=C2)C(F)(F)F)=NCC1